(7-(5-Fluoro-2-methylphenyl)-2-azaspiro[3.5]nonan-2-yl)((1s,3s)-3-hydroxy-3-methylcyclobutyl)methanone FC=1C=CC(=C(C1)C1CCC2(CN(C2)C(=O)C2CC(C2)(C)O)CC1)C